3-Chloro-4-methoxybenzoic acid ClC=1C=C(C(=O)O)C=CC1OC